lithium trissec-butylborohydride C(C)(CC)[BH-](C(C)CC)C(C)CC.[Li+]